cobalt-copper phosphate P(=O)([O-])([O-])[O-].[Cu+2].[Co+2]